C(CCCC=CCC=CCC=CCC=CCCCCC)(=O)NCCCC(=O)O N-(5,8,11,14-eicosatetraenoyl)-γ-aminobutyric acid